N1(N=NC=C1)C1=CC=C(C(=O)N[C@@H](CCC(=O)OC)C(=O)N2CCN(CC2)C)C=C1 methyl (4S)-4-[4-(1H-1,2,3-triazol-1-yl)benzoylamino]-5-(4-methylpiperazin-1-yl)-5-oxopentanoate